N-methyl-N-((S)-3-methyl-4-((R)-1-trityl-aziridine-2-carbonyl)piperazine-1-carbonyl)-L-valine methyl ester COC([C@@H](N(C(=O)N1C[C@@H](N(CC1)C(=O)C1[N@@](C1)C(C1=CC=CC=C1)(C1=CC=CC=C1)C1=CC=CC=C1)C)C)C(C)C)=O